C12CCCCC2NCC1 7-azabicyclo[4.3.0]nonane